2-[4-(methoxymethyl)cyclohexoxy]tetrahydropyran COCC1CCC(CC1)OC1OCCCC1